COC1=CC=C(C=C1)C(N1CCN(CC1)C)C1=NN=NN1CCC1=CC=CC=C1 1-((4-methoxyphenyl)(1-phenethyl-1H-tetrazol-5-yl)methyl)-4-methylpiperazine